N1=CN=CC(=C1)C#N pyrimidine-5-carbonitrile